C(C#CC)(=O)N1[C@H](CN(CC1)C=1C2=C(N=C(N1)OC[C@H]1N(CCC1)C)CC(OC2)C2=CC=CC1=CC=CC(=C21)Cl)CC#N 2-((2S)-1-(but-2-ynoyl)-4-(7-(8-chloronaphthalen-1-yl)-2-(((S)-1-methylpyrrolidin-2-yl)methoxy)-7,8-dihydro-5H-pyrano[4,3-d]pyrimidin-4-yl)piperazin-2-yl)acetonitrile